N-(4-((7-(azetidin-3-yloxy)quinolin-4-yl)oxy)-3,5-difluorophenyl)-4-cyclopropoxypyridine-3-carboxamide N1CC(C1)OC1=CC=C2C(=CC=NC2=C1)OC1=C(C=C(C=C1F)NC(=O)C=1C=NC=CC1OC1CC1)F